ClC=1C=C(OC2=CC=CC=3C=COC32)C=CC1C(O)C1=CNC=3N=CN=C(C31)Cl 7-(3-Chloro-4-((4-Chloro-7H-pyrrolo[2,3-d]pyrimidin-5-yl)(hydroxy)methyl)phenoxy)benzofuran